FC=1C=C(C=C(C1)F)C(C)OC=1C=C2C(=NNC2=CC1)C1=NC2=C(N1)CN(C2)C(=O)N2CCN(CC2)C (2-(5-(1-(3,5-difluorophenyl)ethoxy)-1H-indazol-3-yl)-4,6-dihydropyrrolo[3,4-d]imidazol-5(1H)-yl)(4-methylpiperazin-1-yl)methanone